OC1=C(C(=O)OC)C=CC=C1 methyl 2-hydroxybenzoate